FC(C1=CC=C(N=N1)CN1CCC2(CN(C2)C(=O)N2CC3(C2)NC(OC3)=O)C1)(F)F 2-[7-[[6-(trifluoromethyl)pyridazin-3-yl]methyl]-2,7-diazaspiro[3.4]octane-2-carbonyl]-7-oxa-2,5-diazaspiro[3.4]octan-6-one